[2H]C([2H])([2H])N1C(CCC1=O)=O N-(1,1,1-trideuteromethyl)succinimide